1-(2-(3-methylsulfonylethoxy-4-methoxyphenyl)-2-oxoethyl)-2,6-dimethylpyridin-4(1H)-one CS(=O)(=O)CCOC=1C=C(C=CC1OC)C(CN1C(=CC(C=C1C)=O)C)=O